P(=O)(O[SiH2]C)(O[SiH2]C)O[SiH2]C tri(methyl silyl) phosphate